C(C)(C)(C)OC(=O)N(C1(CC1)[C@H]1CN(CC1)C=1N=CC(=NC1)C(=O)[O-])C.[Li+] lithium (R)-5-(3-(1-((tert-butoxycarbonyl)(methyl)amino)cyclopropyl)pyrrolidin-1-yl)pyrazine-2-carboxylate